3-(2,4-dioxohexahydropyrimidin-1-yl)-1-methyl-indazole-7-sulfonyl fluoride O=C1N(CCC(N1)=O)C1=NN(C2=C(C=CC=C12)S(=O)(=O)F)C